ClC1=NC(=NC(=C1)Cl)OCCC#CC 4,6-dichloro-2-(pent-3-yn-1-yloxy)pyrimidine